4-methoxy-α-methylbenzylammonium COC1=CC=C(C(C)[NH3+])C=C1